NC1=CC=2C3=C(C(N(C2C=C1)C)=O)SCC[C@@H](N3)C3CC3 (R)-10-amino-2-cyclopropyl-7-methyl-1,2,3,4-tetrahydro-[1,4]thiazepino[2,3-c]quinolin-6(7H)-one